N-((1S,2R,3S,4R)-3-((4-Fluoro-3-(trifluoromethyl)phenyl)carbamoyl)bicyclo[2.2.1]heptan-2-yl)-2-((3aS,7aR)-hexahydrofuro[3,2-c]pyridin-5(4H)-yl)-6-methoxybenzo[d]thiazole-7-carboxamide FC1=C(C=C(C=C1)NC(=O)[C@@H]1[C@@H]([C@H]2CC[C@@H]1C2)NC(=O)C2=C(C=CC=1N=C(SC12)N1C[C@H]2[C@@H](CC1)OCC2)OC)C(F)(F)F